C1(CC1)C=1N=CC=2C=C3C(=C(C2C1)S(=O)(=O)NCC(C)(C)F)CC(C3)NC3=C1C(=CN=C3)N(N=C1)COCC[Si](C)(C)C 3-cyclopropyl-N-(2-fluoro-2-methyl-propyl)-7-[[1-(2-trimethylsilylethoxymethyl)pyrazolo[3,4-c]pyridin-4-yl]amino]-7,8-dihydro-6H-cyclopenta[g]isoquinoline-5-sulfonamide